2,4-dinitrochloro-benzene [N+](=O)([O-])C1=C(C=CC(=C1)[N+](=O)[O-])Cl